FC(COC1=NC(=CC(=C1)CN)C(F)(F)F)(F)F (2-(2,2,2-trifluoroethoxy)-6-(trifluoromethyl)pyridin-4-yl)methanamine